tert-butyl 4-[4-[[2-chloro-4-(4,4,5,5-tetramethyl-1,3,2-dioxaborolan-2-yl) benzoyl]amino]-1-piperidyl]piperidine-1-carboxylate ClC1=C(C(=O)NC2CCN(CC2)C2CCN(CC2)C(=O)OC(C)(C)C)C=CC(=C1)B1OC(C(O1)(C)C)(C)C